C1(CC1)C1=NC=CC(=C1)C=O 2-cyclopropylpyridine-4-carbaldehyde